2-[[1-[4-[3-[3-[[ethyl(methyl)sulfamoyl]amino]-2,6-difluoro-benzoyl]-1H-pyrrolo[2,3-b]pyridin-5-yl]phenyl]-4-piperidyl]amino]acetic acid hydrochloride Cl.C(C)N(S(=O)(=O)NC=1C(=C(C(=O)C2=CNC3=NC=C(C=C32)C3=CC=C(C=C3)N3CCC(CC3)NCC(=O)O)C(=CC1)F)F)C